C(C)O[C@@H]1CC[C@H](CC1)NC1=NN2C(C=N1)=C(C=C2)C=2C=NC=1N(C2)C=CN1 N-(trans-4-ethoxycyclohexyl)-5-(imidazo[1,2-a]pyrimidin-6-yl)pyrrolo[2,1-f][1,2,4]triazin-2-amine